ClC=1C=C2C=C(NC2=CC1OCC1=CC(=NO1)C)CNC(=O)C1C(CCC1)O N-({5-chloro-6-[(3-methyl-5-isoxazolyl)methoxy]-2-indolyl}methyl)2-hydroxycyclopentanecarboxamide